Triethanolamin lauryl-sulphate C(CCCCCCCCCCC)OS(=O)(=O)O.N(CCO)(CCO)CCO